(R,E)-N-(1-(benzo[d][1,3]dioxol-5-yl)ethyl)-3-(5-(1-methyl-1H-pyrazol-4-yl)-1H-pyrrolo[2,3-b]pyridin-3-yl)acrylamide O1COC2=C1C=CC(=C2)[C@@H](C)NC(\C=C\C2=CNC1=NC=C(C=C12)C=1C=NN(C1)C)=O